(7-chloro-2,3-dihydro-4H-benzo[b][1,4]oxazin-4-yl)(2,6-diazaspiro[3.3]heptan-2-yl)methanone 2,2,2-trifluoroacetate FC(C(=O)O)(F)F.ClC=1C=CC2=C(OCCN2C(=O)N2CC3(C2)CNC3)C1